2,6-Dichlorophenyl 3-(2-{2-[2-({2-[(3-hydroxy-1-methyl-2-oxopyridin-4-yl)formamido]ethyl}carbamoyl)ethoxy]ethoxy}ethoxy)propanoate OC=1C(N(C=CC1C(=O)NCCNC(=O)CCOCCOCCOCCC(=O)OC1=C(C=CC=C1Cl)Cl)C)=O